C1COCCN1C2=NC(=NC(=C2)C3=CN=C(C=C3C(F)(F)F)N)N4CCOCC4 The molecule is an aminopyridine that is 4-(trifluoromethyl)pyridin-2-amine substituted at position 5 by a 2,6-di(morpholin-4-yl)pyrimidin-4-y group. A selective PI3K inhibitor with anti-tumour properties. It has a role as an EC 2.7.1.137 (phosphatidylinositol 3-kinase) inhibitor and an antineoplastic agent. It is a member of morpholines, an aminopyrimidine, an aminopyridine and an organofluorine compound.